C1(CCCC1)N1C(C2=CC(=C(C=C2C(=C1)C(C)C)N1N=C(N(C1=O)CC)CO)F)=O 2-cyclopentyl-6-(4-ethyl-3-(hydroxymethyl)-5-oxo-4,5-dihydro-1H-1,2,4-triazol-1-yl)-7-fluoro-4-isopropylisoquinolin-1(2H)-one